tert-butyl N-(2-bromo-4-nitro-phenyl)-N-[[4-(trifluoromethyl)phenyl]methyl]carbamate BrC1=C(C=CC(=C1)[N+](=O)[O-])N(C(OC(C)(C)C)=O)CC1=CC=C(C=C1)C(F)(F)F